1-tert-butyl 2-ethyl (2R,5S)-5-[(benzyloxy)[(benzyloxy)carbonyl]amino]piperidine-1,2-dicarboxylate C(C1=CC=CC=C1)ON([C@H]1CC[C@@H](N(C1)C(=O)OC(C)(C)C)C(=O)OCC)C(=O)OCC1=CC=CC=C1